ClC1=C(C=CC(=C1)Cl)CC (1R)-1-(2,4-dichlorophenyl)ethane